N-(4-((2-(1,1-difluoroethyl)-6-methylpyrimidin-4-yl)amino)-5-(2-(2-fluoropyridin-3-yl)ethoxy)pyridin-2-yl)acetamide FC(C)(F)C1=NC(=CC(=N1)NC1=CC(=NC=C1OCCC=1C(=NC=CC1)F)NC(C)=O)C